C(=O)(O)C1=CC=C(OCCCCCCOC2=CC=C(C=C2)C(=O)O)C=C1 (1,6-bis(p-carboxyphenoxy))hexane